2-[2,3-difluoro-4-[8-[4-[4-[3-(hydroxymethyl)piperazine-1-carbonyl]piperidine-1-carbonyl]-3-methyl-anilino]imidazo[1,2-a]pyrazin-3-yl]phenoxy]acetonitrile trifluoroacetate FC(C(=O)O)(F)F.FC1=C(OCC#N)C=CC(=C1F)C1=CN=C2N1C=CN=C2NC2=CC(=C(C=C2)C(=O)N2CCC(CC2)C(=O)N2CC(NCC2)CO)C